1-(5-(3-cyano-6-(1,3-dimethyl-1H-pyrazol-4-yl)pyrazolo[1,5-a]pyridin-4-yl)pyridin-2-yl)-4-ethyl-N-isopropylpiperidine-4-carboxamide C(#N)C=1C=NN2C1C(=CC(=C2)C=2C(=NN(C2)C)C)C=2C=CC(=NC2)N2CCC(CC2)(C(=O)NC(C)C)CC